methyl 1-methyl-5-(2-oxopropyl)-4,5,6,7-tetrahydro-1H-imidazo[4,5-c]pyridine-2-carboxylate CN1C(=NC=2CN(CCC21)CC(C)=O)C(=O)OC